CC1=CC=C(C=C1)C1=CC(=NN1C1=CC=C(C=C1)S(=O)(=O)N)C(F)(F)F 4-(5-(4-methylphenyl)-3-(trifluoromethyl)-1H-pyrazol-yl)benzenesulfonamide